N-[5-[3-[(2S)-2-(dimethylamino)-2-phenyl-ethoxy]-5-methyl-isoxazol-4-yl]pyrazolo[1,5-a]pyridin-2-yl]cyclopropanecarboxamide CN([C@H](COC1=NOC(=C1C1=CC=2N(C=C1)N=C(C2)NC(=O)C2CC2)C)C2=CC=CC=C2)C